1-methyl-tryptophan hydrochloride Cl.CN1C=C(C[C@H](N)C(=O)O)C2=CC=CC=C12